{9-[Methyl-(7H-pyrrolo[2,3-d]pyrimidin-4-yl)-amino]-3-aza-spiro[5.5]undec-3-yl}-(3-trifluoromethyl-phenyl)-methanone CN(C1CCC2(CCN(CC2)C(=O)C2=CC(=CC=C2)C(F)(F)F)CC1)C=1C2=C(N=CN1)NC=C2